N=1C(N=C2C1C=CC=N2)=O IMIDAZOPYRIDINONE